[Al]1(CCCCC1)C=O aluminan-Al